C(N)(=O)CC[C@@H]([C@@H](C)OCC#C)NC(OC(C)(C)C)=O tert-butyl N-[(3S,4R)-1-carbamoyl-4-(prop-2-yn-1-yloxy)pentan-3-yl]carbamate